silver-gold silver [Ag].[Au].[Ag]